FC(OC1=C(C=CC=C1)S(=O)(=O)OC1=C2C(N(C(C2=C(C=C1)N)=O)C1C(NC(CC1)=O)=O)=O)(F)F 7-amino-2-(2,6-dioxopiperidin-3-yl)-1,3-dioxoisoindolin-4-yl 2-(trifluoromethoxy)benzenesulfonate